CN1N=CC(=C1)NC1CC(CC1)NC(OC(C)(C)C)=O tert-butyl N-{3-[(1-methyl-1H-pyrazol-4-yl)amino]cyclopentyl}carbamate